C(C)(=O)C=1C(C(=C(NC1C)C1CC1)C(=O)OC)C=1C2=C(SC1)C(=CC=C2)C2=CC=CC=C2 Methyl 5-acetyl-2-cyclopropyl-6-methyl-4-(7-phenylbenzo[b]thiophen-3-yl)-1,4-dihydropyridine-3-carboxylate